ClC1=C(C=CC=C1)CC(=O)NC1=CC(=C(C=C1)COC1=NN(C(=C1Cl)Cl)C)S(N)(=O)=O 2-(2-Chlorophenyl)-N-(4-(((4,5-dichloro-1-methyl-1H-pyrazol-3-yl)oxy)methyl)-3-Sulfamoylphenyl)acetamide